2-(3-chloro-5-(trifluoromethyl)pyridin-2-yl)propan-2-ylchroman-4-one ClC=1C(=NC=C(C1)C(F)(F)F)C(C)(C)C1OC2=CC=CC=C2C(C1)=O